COC1=C(C=CC=C1)C(=O)N1CC2(C1)CC(C2)C2=CC(=NN2C2=C(C=CC=C2)C)C (o-methoxyphenyl){6-[3-methyl-1-(o-tolyl)-5-pyrazolyl]-2-aza-2-spiro[3.3]heptyl}methanone